2-(4-((cyclopropylmethyl)sulfonyl)phenyl)-N-(2,6-bisChloro-4'-(methylsulfonyl)-[1,1'-Biphenyl]-4-yl)acetamide C1(CC1)CS(=O)(=O)C1=CC=C(C=C1)CC(=O)NC1=CC(=C(C(=C1)Cl)C1=CC=C(C=C1)S(=O)(=O)C)Cl